ClCC(=O)N1CCN(CC1)C1(CCOCC1)C1=CC=C(C=C1)[C@H](C)NC=1N=CC2=C(N1)N(C(C=C2)=O)C(C)C 2-{[(1S)-1-(4-{4-[4-(chloroacetyl)piperazin-1-yl]tetrahydro-2H-pyran-4-yl}phenyl)ethyl]amino}-8-(propan-2-yl)pyrido[2,3-d]pyrimidin-7(8H)-on